(2S,4R)-1-[(2S)-3,3-dimethyl-2-(phenoxycarbonylamino)butanoyl]-4-phosphonooxy-pyrrolidine-2-carboxylic acid CC([C@@H](C(=O)N1[C@@H](C[C@H](C1)OP(=O)(O)O)C(=O)O)NC(=O)OC1=CC=CC=C1)(C)C